1-hexyl-1H-pyrrol C(CCCCC)N1C=CC=C1